(2S,5R)-5-(2-chlorophenyl)-1-(4'-methyl-[1,1'-biphenyl]-4-carbonyl)pyrrolidine-2-carboxylic acid ClC1=C(C=CC=C1)[C@H]1CC[C@H](N1C(=O)C1=CC=C(C=C1)C1=CC=C(C=C1)C)C(=O)O